6-chloro-2'-(difluoromethyl)-5'-methoxy-[4,4'-bipyridine]-3-carboxylic acid methyl ester COC(=O)C=1C=NC(=CC1C1=CC(=NC=C1OC)C(F)F)Cl